(R)-N-{1-[5-(1-Benzyl-1H-pyrazol-4-yl)-1-methyl-2-oxo-1,2-dihydro-pyridin-4-yl]-pyrrolidin-3-ylmethyl}-acetamide C(C1=CC=CC=C1)N1N=CC(=C1)C=1C(=CC(N(C1)C)=O)N1C[C@H](CC1)CNC(C)=O